mercaptododecyl-trimethoxysilane tert-butyl-(3S)-3-[[4-(4-fluorophenyl)-3-isopropyl-7-methoxy-1-isoquinolyl]oxy]pyrrolidine-1-carboxylate C(C)(C)(C)OC(=O)N1C[C@H](CC1)OC1=NC(=C(C2=CC=C(C=C12)OC)C1=CC=C(C=C1)F)C(C)C.SCCCCCCCCCCCC[Si](OC)(OC)OC